6-Bromo-1-methyl-1,2-dihydro-3H-benzo[e]indole-3-carboximidamide hydrochloride Cl.BrC1=CC=CC=2C=3C(CN(C3C=CC21)C(N)=N)C